F[B-](F)(F)F.CN(C)P(N(C)C)(N(C)C)=[N+]=P(N(C)C)(N(C)C)N(C)C bis[tris(dimethylamino)phosphoranylidene]ammonium tetrafluoroborate